tert-butyl rac-(2S,4R)-2-[(1-methylindazol-5-yl)methylcarbamoyl]-4-(p-tolylmethyl)pyrrolidine-1-carboxylate CN1N=CC2=CC(=CC=C12)CNC(=O)[C@H]1N(C[C@@H](C1)CC1=CC=C(C=C1)C)C(=O)OC(C)(C)C |r|